N-Mesityl-Dimethyl-Propargylamine C1(=C(C(=CC(=C1)C)C)NC(C#C)(C)C)C